(piperazin-1-yl)-N-(p-tolyl)thieno[2,3-d]pyrimidin-4-amine N1(CCNCC1)C=1N=C(C2=C(N1)SC=C2)NC2=CC=C(C=C2)C